ClC1=NC=C(C(=C1)C1=C(C=NC(=C1)C)C(=O)NC=1SC(=NN1)OC[C@@H]1[C@H](C1)F)OC 2'-chloro-N-(5-(((1R,2S)-2-fluorocyclopropyl)methoxy)-1,3,4-thiadiazol-2-yl)-5'-methoxy-6-methyl-(4,4'-bipyridine)-3-carboxamide